C(CCC)C1=CC=C(C=C1)C1=CC(=C(C=C1)B(O)O)F 4'-BUTYL-3-FLUOROBIPHENYL-4-BORONIC ACID